(ethyl-(tetrahydro-2H-pyran-4-yl)amino)-5-(1'-ethyl-2',6'-dimethylspiro[inden-1,4'-piperidin]-6-yl)-N-((4-methoxy-6-methyl-2-carbonyl-1,2-dihydropyridin-3-yl)methyl)-2-methylbenzamide C(C)N(C1CCOCC1)C=1C(=C(C(=O)NCC=2C(NC(=CC2OC)C)=C=O)C=C(C1)C1=CC=C2C=CC3(CC(N(C(C3)C)CC)C)C2=C1)C